N-isopropylhomocysteine C(C)(C)N[C@@H](CCS)C(=O)O